(5aR,5bS,7aS,10aS,10bR,E)-N-(2,5-dimethoxyphenyl)-8-hydrazineylidene-5a,7a-dimethyl-5,5a,5b,6,7,7a,8,9,10,10a,10b,11-dodecahydro-4H-cyclopenta[7,8]phenanthro[2,1-d]thiazol-2-amine COC1=C(C=C(C=C1)OC)NC=1SC2=C(N1)CC[C@@]1([C@H]3CC[C@]/4([C@H]([C@@H]3CC=C12)CC\C4=N/N)C)C